2-chloro-4-[[4-[1-methyl-4-(trifluoromethyl)imidazol-2-yl]phenyl]methoxy]-5-(trifluoromethyl)pyrimidine ClC1=NC=C(C(=N1)OCC1=CC=C(C=C1)C=1N(C=C(N1)C(F)(F)F)C)C(F)(F)F